1-benzylmethoxyethylamino-3-methylenepent-4-ene C(C1=CC=CC=C1)COC(C)NCCC(C=C)=C